ClC1=CC(=C(N=N1)NC1CN(CCC1)C(=O)[O-])C(F)(F)F 3-[[6-chloro-4-(trifluoromethyl)pyridazin-3-yl]amino]piperidine-1-carboxylate